(3-(1H-imidazol-1-yl)propoxy)quinazoline N1(C=NC=C1)CCCOC1=NC2=CC=CC=C2C=N1